ClC1=C(C=CC=C1)NC(=O)C1=CC=C(NC2=NC(=NC=C2F)NC=2C=CC(=NC2)C(=O)O)C=C1 5-[[4-[4-[(2-chlorophenyl)carbamoyl]anilino]-5-fluoro-pyrimidin-2-yl]amino]pyridine-2-carboxylic acid